4-(4-Methoxyphenyl)-N-methyl-N-phenylbutanamide COC1=CC=C(C=C1)CCCC(=O)N(C1=CC=CC=C1)C